C1(CC=CC1)CC(CC(=O)OCC)O ethyl 4-(cyclopent-3-en-1-yl)-3-hydroxybutyrate